C1=C(N2C3=C(C=CC=C13)C1=CC=CC(OC=COC=C2)=C1)C(=O)O 10,14-(metheno)[1,4,7]dioxazacyclotetradecino[9,8,7-hi]indole-2-carboxylic acid